2-fluoro-3-(1-methylpyrrol-2-yl)acrylamide FC(C(=O)N)=CC=1N(C=CC1)C